C(O[C@@H]1CC[C@@]2([C@H]3CC[C@@]4([C@H](CC[C@H]4[C@@H]3CC[C@H]2C1)C(C)=O)C)C)(OCCO)=O [(3R,5S,8R,9S,10S,13S,14S,17S)-17-acetyl-10,13-dimethyl-2,3,4,5,6,7,8,9,11,12,14,15,16,17-tetradecahydro-1H-cyclopenta[a]phenanthren-3-yl] 3-hydroxyethyl carbonate